6,7-dihydro-5H-pyrrolo[3,4-b]pyrazine N1=C2C(=NC=C1)CNC2